N-((3S,4S)-8-(5-bromoimidazo[1,5-a]pyrazin-8-yl)-3-methyl-2-oxa-8-azaspiro[4.5]decan-4-yl)-2-methylpropane-2-sulfinamide BrC1=CN=C(C=2N1C=NC2)N2CCC1([C@@H]([C@@H](OC1)C)NS(=O)C(C)(C)C)CC2